6-Chloro-1-(3-(4-(cyclopentylcarbonyl)piperazine-1-carbonyl)-4-fluorobenzyl)quinazoline-2,4(1H,3H)-dione ClC=1C=C2C(NC(N(C2=CC1)CC1=CC(=C(C=C1)F)C(=O)N1CCN(CC1)C(=O)C1CCCC1)=O)=O